C(CCC)N1C=2C(C(=C(C1=O)C(=O)NC1=CC=C(C=C1)F)O)=NN(C2)C 4-(1-butyl)-4,5-dihydro-N-(4-fluorophenyl)-7-hydroxy-2-methyl-5-oxo-2H-pyrazolo[4,3-b]pyridin-6-carboxamide